C(CCCCCCC)N(C(CCOCCC[Si](OC)(OC)OC)=O)CCCCCCCC N,N-dioctyl-3-(3-(trimethoxysilyl)propoxy)propionamide